1-((R)-1-(5-(8-(but-3-en-1-yloxy)imidazo[1,2-a]pyrazin-6-yl)-6-methoxypyridin-3-yl)ethyl)-1-ethyl-3-((S)-6,6,6-trifluorohex-1-en-3-yl)urea C(CC=C)OC=1C=2N(C=C(N1)C=1C=C(C=NC1OC)[C@@H](C)N(C(=O)N[C@H](C=C)CCC(F)(F)F)CC)C=CN2